ClC1=NN(C=C1NC1=NC(=C2C(=N1)N(N=C2C2=C1C=NNC1=C(C=C2)F)C(C)C)N)C N6-(3-chloro-1-methyl-1H-pyrazol-4-yl)-3-(7-fluoro-1H-indazol-4-yl)-1-isopropyl-1H-pyrazolo[3,4-d]pyrimidine-4,6-diamine